[Na+].C(C=C)C(CCCC)S(=O)(=O)[O-] allyl-2-propylethanesulfonic acid sodium salt